FC=1C=C(C=CC1)C1=C(C=CC=C1)C=1C=C2C=NC=NC2=CC1 3-fluoro-2'-(quinazolin-6-yl)-[1,1'-biphenyl]